(6R)-17-amino-6-hydroxy-12-[(3-isopropylphenyl)methyl]-6,15-bis(trifluoromethyl)-19-oxa-3,4,12,18-tetrazatricyclo[12.3.1.12,5]nonadeca-1(18),2,4,14,16-pentaen-13-one NC1=CC(=C2C(N(CCCCC[C@@](C3=NN=C(C1=N2)O3)(C(F)(F)F)O)CC3=CC(=CC=C3)C(C)C)=O)C(F)(F)F